2-[2-(diethylamino)ethoxy]-3-prop-2-enyl-benzaldehyde C(C)N(CCOC1=C(C=O)C=CC=C1CC=C)CC